ClC=1N=C(C2=C(N1)N(CCC2)C)OC 2-chloro-4-methoxy-8-methyl-5,6,7,8-tetrahydropyrido[2,3-d]pyrimidine